1,2,5,6-O-tetranonenyl-sorbitol C(=CCCCCCCC)C(O)[C@](O)([C@@H](O)[C@H](O)[C@](O)(COC=CCCCCCCC)C=CCCCCCCC)C=CCCCCCCC